C(C)(=O)N[C@@H](CC1=CNC2=CC=CC=C12)C(=O)O.[K] potassium N-acetyl-tryptophan